C(=O)O.O1CCNC2=C1C=C(C=C2)C#N 2,3-dihydro-1,4-benzoxazine-7-carbonitrile, formic acid salt